C(C)(C)(C)OOC(C1=CC=CC=C1)=O tert.-Butyl-peroxy-benzoat